1-propylsulphonic acid C(CC)S(=O)(=O)O